N-decylheptane-1,7-diamine C(CCCCCCCCC)NCCCCCCCN